Cl.FC(C=1C=C(CC2(CCNCC2)C#N)C=CC1)(F)F 4-(3-(trifluoromethyl)benzyl)piperidine-4-carbonitrile hydrochloride